ClC1=C(C=CC(=C1)F)C(=O)N1C[C@@H]2CC[C@H](C1)N2C2=CC(=CC=1N2C(=NC1)C1CC1)S(=O)(=O)N1CC(CC1)(F)F (2-chloro-4-fluoro-phenyl)-[(1S,5R)-8-[3-cyclopropyl-7-(3,3-difluoropyrrolidin-1-yl)sulfonyl-imidazo[1,5-a]pyridin-5-yl]-3,8-diazabicyclo[3.2.1]octan-3-yl]methanone